(1R,2R,3S,4R,5S)-4-(7-amino-5-chloro-6-((3-chlorophenyl)oxy)-3H-imidazo[4,5-b]pyridin-3-yl)bicyclo[3.1.0]hexane-2,3-diol NC1=C2C(=NC(=C1OC1=CC(=CC=C1)Cl)Cl)N(C=N2)[C@H]2[C@@H]([C@@H]([C@@H]1C[C@H]21)O)O